C(CC)OC1=CC2=C(C=C(O2)B(O)O)C=C1 6-PROPOXYBENZOFURAN-2-YLBORONIC ACID